5-chloropyrimido[1',6':1,5]pyrazolo[4,3-c][2,7]naphthyridine ClC1=NC=2C(C3=CC=NC=C13)=NN1C2C=CN=C1